4,6-difluoro-N-(4-(2-hydroxy-2-methylpropanamido)phenyl)isoindoline-2-carboxamide FC1=C2CN(CC2=CC(=C1)F)C(=O)NC1=CC=C(C=C1)NC(C(C)(C)O)=O